C(C)(C)(C)OC(=O)N[C@H]1CN(CCC1)CC1=CC=CC(=N1)C(=O)[O-].[Li+] lithium (R)-6-((3-((tert-butoxycarbonyl)amino)piperidin-1-yl)methyl)picolinate